OC1=C(C(=O)O)C=CC(=C1)OC 2-hydroxy-4-(methoxy)benzoic acid